1-(6-methoxy-2,4-bis(methoxymethoxy)-3-(5-methyl-2-(prop-1-en-2-yl)hex-4-en-1-yl)phenyl)ethan-1-one COC1=CC(=C(C(=C1C(C)=O)OCOC)CC(CC=C(C)C)C(=C)C)OCOC